FC(CC[C@@H](CO)NC(OC(C)(C)C)=O)(C)F tert-butyl (S)-(5,5-difluoro-1-hydroxyhexan-2-yl)carbamate